4-ethoxy-2,3,6-trimethylphenol C(C)OC1=C(C(=C(C(=C1)C)O)C)C